3-(6-amino-1-(2,6-difluorobenzyl)-1H-pyrazolo[3,4-d]Pyrimidin-4-yl)-2-fluorobenzonitrile NC1=NC(=C2C(=N1)N(N=C2)CC2=C(C=CC=C2F)F)C=2C(=C(C#N)C=CC2)F